Dimethyl (3R)-5-bromo-3,4-dihydro-1H-isoquinoline-2,3-dicarboxylate BrC1=C2C[C@@H](N(CC2=CC=C1)C(=O)OC)C(=O)OC